N-[2-[[(1S)-1-cyano-2-(4-methyl-2-oxo-indolin-3-yl)ethyl]amino]-1-(cyclopropylmethyl)-2-oxo-ethyl]-4-methoxy-1H-indole-2-carboxamide C(#N)[C@H](CC1C(NC2=CC=CC(=C12)C)=O)NC(C(CC1CC1)NC(=O)C=1NC2=CC=CC(=C2C1)OC)=O